C(C)(C)(C)OC(N(C(=O)OC(C)(C)C)C=1C=NC(=C(C1)Br)C)=O (5-bromo-6-methylpyridin-3-yl)(tert-butoxycarbonyl)carbamic acid tert-butyl ester